((1H-indol-3-yl)methyl)-1-(5-(5-chloro-2-methoxypyridin-4-yl)-1H-pyrazole-3-carbonyl)piperidine-4-carboxamide N1C=C(C2=CC=CC=C12)CC1N(CCC(C1)C(=O)N)C(=O)C1=NNC(=C1)C1=CC(=NC=C1Cl)OC